(2S,3R)-3-(4-ethyl-1H-pyrazol-3-yl)-2-((((CIS)-4-phenylcyclohexyl)-oxy)methyl)piperidine-1-carboxylate C(C)C=1C(=NNC1)[C@H]1[C@H](N(CCC1)C(=O)[O-])CO[C@@H]1CC[C@@H](CC1)C1=CC=CC=C1